ClC1=CC2=C(N(C(N=C2N2[C@H](CN(CC2)C(C=C)=O)C)=O)C2=C(C=CC=C2C(C)C)O)N=C1C1=C(C=CC=C1)F 6-chloro-7-(2-fluorophenyl)-1-(2-hydroxy-6-(2-propanyl)phenyl)-4-((2S)-2-methyl-4-(2-propenoyl)-1-piperazinyl)pyrido[2,3-d]pyrimidin-2(1H)-one